(1-(5-fluoropicolinoyl)piperidin-4-yl)(5-phenyl-4,5-dihydro-1H-pyrazol-1-yl)methanone FC=1C=CC(=NC1)C(=O)N1CCC(CC1)C(=O)N1N=CCC1C1=CC=CC=C1